(1-(5-methoxy-2-ethyl-4-aminophenyl)piperidin-4-yl)-4-methylpiperazine COC=1C(=CC(=C(C1)N1CCC(CC1)N1CCN(CC1)C)CC)N